N-(3-(1H-1,2,4-triazol-1-yl)propyl)-3-(trimethoxysilyl)-propan-1-amine N1(N=CN=C1)CCCNCCC[Si](OC)(OC)OC